C(C)(C)C1=C(NC2=CC=C(C=C12)C1OCCN(C1)CC(C)(O)C)C=1C=C(C=2N(C1)N=CN2)C 1-(2-(3-isopropyl-2-(8-methyl-[1,2,4]triazolo[1,5-a]pyridin-6-yl)-1H-indol-5-yl)morpholino)-2-methylpropan-2-ol